1-(chloromethyl)-4-ethenylbenzene ClCC1=CC=C(C=C1)C=C